ClC1=C(C=CC(=C1)C1CC1)C=1C=C(C2=C(NC=N2)C1)C(=O)OC methyl 6-(2-chloro-4-cyclopropylphenyl)-1H-benzo[d]imidazole-4-carboxylate